6-(3-amino-5-fluoro-6-(3-(((2-methoxyethyl)(methyl)amino)methyl)-4-(tetrahydro-2H-pyran-4-yl)phenyl)pyrazin-2-yl)-7-fluoro-3,4-dihydroisoquinolin-1(2H)-one NC=1C(=NC(=C(N1)F)C1=CC(=C(C=C1)C1CCOCC1)CN(C)CCOC)C=1C=C2CCNC(C2=CC1F)=O